1,4-Di(methylen)benzol C=C1C=CC(C=C1)=C